sodium 4-(2-(1H-imidazol-1-yl) ethoxy)-3-methoxybenzoate N1(C=NC=C1)CCOC1=C(C=C(C(=O)[O-])C=C1)OC.[Na+]